N-(sec-butyl)-N-(2-(5-fluoro-1H-indol-3-yl)ethyl)cyclopropanamine C(C)(CC)N(C1CC1)CCC1=CNC2=CC=C(C=C12)F